C[C@H]1OCC[N+]=2C1=C(ON2)[O-] (R)-4-Methyl-6,7-dihydro-4H-[1,2,3]oxadiazolo[4,3-c][1,4]oxazin-8-ium-3-olate